sodium (1-pyrenyl) butylsulfonate C(CCC)S(=O)(=O)OC1=CC=C2C=CC3=CC=CC4=CC=C1C2=C34.[Na]